(S)-N-(2,3-dichlorobenzyl)-1-(5-methyl-2-((tetrahydrofuran-3-yl)amino)pyrimidin-4-yl)-1H-imidazole-4-amide ClC1=C(CNC(=O)C=2N=CN(C2)C2=NC(=NC=C2C)N[C@@H]2COCC2)C=CC=C1Cl